[Fe].[Fe] iron compound with iron